sodium hydride selenide [SeH].[Na+]